(4-fluorobenzoyl)-2-(((2-oxopyrrolidin-3-yl)methyl)carbamoyl)piperazine-1-carboxylic acid tert-butyl ester C(C)(C)(C)OC(=O)N1C(CNCC1)(C(NCC1C(NCC1)=O)=O)C(C1=CC=C(C=C1)F)=O